[N+3].[NH4+].NC(=O)N urea ammonium Nitrogen